C1(CCCC1)NC(=O)C=1C=CC2=C(N=C(S2)N2C3CN(CC2CC3)C)C1 N-cyclopentyl-2-(3-methyl-3,8-diazabicyclo[3.2.1]octan-8-yl)benzo[d]thiazole-5-carboxamide